methyl 5-chloro-1H-benzo[d]imidazole-4-carboxylate ClC1=C(C2=C(NC=N2)C=C1)C(=O)OC